4-CHLORO-3-ETHYLPHENYLBORONIC ACID ClC1=C(C=C(C=C1)B(O)O)CC